N1=CN=C2NC=NC2=C1N[C@@H](C)C=1N(CC2=C(C=CC=C2C1)Cl)C1=CC=CC=C1 (S)-3-(1-(9H-purin-6-ylamino)ethyl)-8-chloro-2-phenylisoquinolin